C[Si](N([Si](C)(C)C)CC[Si](OCC)(OCC)OCC)(C)C N,N-bis-(trimethylsilyl)-aminoethyltriethoxysilane